(S)-4-((1-(3-Chlorobenzyl)piperidin-3-yl)amino)-N-methyl-1H-pyrrolo[2,3-b]pyridine-5-carboxamide ClC=1C=C(CN2C[C@H](CCC2)NC2=C3C(=NC=C2C(=O)NC)NC=C3)C=CC1